1-Dodecyl-2-pyrrolidinone C(CCCCCCCCCCC)N1C(CCC1)=O